(2S)-2-(4-(2-oxa-5-azabicyclo[2.2.1]hept-5-yl)-2,6-dichlorobenzoylamino)-3-(4-(7'-chloro-2'-oxospiro[cyclopropan-1,3'-indoline]-1'-yl)phenyl)propanoic acid methyl ester COC([C@H](CC1=CC=C(C=C1)N1C(C2(C3=CC=CC(=C13)Cl)CC2)=O)NC(C2=C(C=C(C=C2Cl)N2C1COC(C2)C1)Cl)=O)=O